BrC=1C(=CC=C2C(CCOC12)NC(C=C)=O)OC=1C=NC(=CC1)C(F)(F)F N-(8-bromo-7-[{6-(trifluoromethyl)pyridin-3-yl}oxy]chroman-4-yl)acrylamide